NC=1C=C(C=CC1O)C(C(F)(F)F)(C(F)(F)F)C1=CC(=C(C=C1)O)N 2,2-bis[3-amino-4-hydroxyphenyl]hexafluoropropane